C(C)(C)N(C(C)C)CC=1C(=CC(=C(C(=O)OC)C1)F)C1=CC(=NC=C1)OC methyl 5-((diisopropylamino)methyl)-2-fluoro-4-(2-methoxypyridin-4-yl)benzoate